N-(4-fluorobenzyl)-2-(4-oxo-1-(S,S-dioxo-tetrahydrothiophen-3-yl)-1H-pyrazolo[3,4-d]pyrimidin-5(4H)-yl)acetamide FC1=CC=C(CNC(CN2C=NC3=C(C2=O)C=NN3C3CS(CC3)(=O)=O)=O)C=C1